3-(2-(5-((4-methoxypyridin-2-yl)amino)pentanoylamino)acetamido)propanoic acid COC1=CC(=NC=C1)NCCCCC(=O)NCC(=O)NCCC(=O)O